(2s,3R,5R)-benzhydryl-3-methyl-3-((((4-nitrophenoxy)carbonyl)oxy)methyl)-7-oxo-4-thia-1-azabicyclo[3.2.0]heptane-2-carboxylate 4,4-dioxide C(C1=CC=CC=C1)(C1=CC=CC=C1)[C@]1(N2C(C[C@H]2S([C@]1(COC(=O)OC1=CC=C(C=C1)[N+](=O)[O-])C)(=O)=O)=O)C(=O)[O-]